BrC1=C(C=C(C=C1)C(=C)C)F 1-Bromo-2-fluoro-4-(prop-1-en-2-yl)benzene